5-methyl-4-(4-nitrophenyl)-1H-1,2,3-triazole CC1=C(N=NN1)C1=CC=C(C=C1)[N+](=O)[O-]